CS(=O)(=N)C1=C(C=C(C=C1)[N+](=O)[O-])C=C 1-(S-methylsulphonimidoyl)-4-nitro-2-vinylbenzene